5-(4-chloro-2-ethyl-2H-indazol-5-yl)-3-methyl-2-(endo-3-(methyl-amino)-8-azabicyclo[3.2.1]octan-8-yl)-3,7-dihydro-4H-pyrrolo[2,3-d]pyrimidin-4-one ClC=1C2=CN(N=C2C=CC1C1=CNC=2N=C(N(C(C21)=O)C)N2C1CC(CC2CC1)NC)CC